1-(5-chloro-2-(2,3-dimethylpiperazin-1-yl)pyrimidin-4-yl)-N-(2-(imidazo[1,2-a]pyridin-3-yl)propan-2-yl)-N-methylazetidine-3-carboxamide ClC=1C(=NC(=NC1)N1C(C(NCC1)C)C)N1CC(C1)C(=O)N(C)C(C)(C)C1=CN=C2N1C=CC=C2